7,12-dimethyl-2,5,8,11-tetraoxo-1,6,9,12-tetraazabicyclo[11.3.1]heptadecan CC1NC(CCC(N2CCCC(N(C(CNC1=O)=O)C)C2)=O)=O